FC(CC(=O)N[C@@H](CS)C(=O)O)(C)C N-(2-fluoro-2-methyl-1-propylcarbonyl)-cysteine